P(=O)(OCCC#N)(OCCC#N)OCCC#N tris(2-cyanoethyl) phosphate